2-Methyl-5-{2-[methyl-(2,2,6,6-tetramethylpiperidin-4-yl)amino][1,3]thiazolo[5,4-d]pyrimidin-5-yl}-2H-indazol-7-carbonitril CN1N=C2C(=CC(=CC2=C1)C=1N=CC2=C(N1)SC(=N2)N(C2CC(NC(C2)(C)C)(C)C)C)C#N